C(C)OC(=O)C1=CC(=NN1C1=C(C=C(C=C1)OC(F)(F)F)Cl)Br 3-bromo-1-(2-chloro-4-(trifluoromethoxy)phenyl)-1H-pyrazole-5-carboxylic acid ethyl ester